C(#N)C=1C=NN2C1C=CC(=C2)N(C)CCN(C)C 3-Cyano-6-((2-(dimethylamino)ethyl)(methyl)amino)pyrazolo[1,5-a]pyridine